1-[4-(phenylthio)phenyl]-heptane-1,2-dione 2-(O-benzoyl oxime) C(C1=CC=CC=C1)(=O)ON=C(C(=O)C1=CC=C(C=C1)SC1=CC=CC=C1)CCCCC